Trimethyl-ammonium C[NH+](C)C